BrC1=C(C=CC=C1)C1(OCCC1)CN [2-(2-bromophenyl)tetrahydrofuran-2-yl]methylamine